N-benzyl-cyclohexyl-formamide sodium (Z)-4-(N-((4-amino-2-methyl-pyrimidin-5-yl)methyl)formamido)-3-sulfidopent-3-en-1-yl-phosphate NC1=NC(=NC=C1CN(C=O)\C(=C(\CCOP(=O)([O-])[O-])/[S-])\C)C.[Na+].C(C1=CC=CC=C1)N(C=O)C1CCCCC1.[Na+].[Na+]